C(C)(C)(C)OC(NC12CCC(CC1)(C2)C=O)=O.C(C)(C)C2=CC(=NN2)C(=O)N2C[C@H]1C([C@H]1C2)C2=NO[C@H]1C[C@@H]21 (5-isopropyl-1H-pyrazol-3-yl){(1R,5S,6r)-6-[(1S,5S)-2-oxa-3-azabicyclo[3.1.0]hex-3-en-4-yl]-3-azabicyclo[3.1.0]hex-3-yl}methanone Tert-butyl-N-(4-formylnorbornan-1-yl)carbamate